C1(CC1)C1=NC=NC(=C1C=1N=C(C2=C(N1)N=CC=C2)OCC2=C(C=C(C=C2)C=2N(C=C(N2)C(F)(F)F)C)OC)OC 2-(4-cyclopropyl-6-methoxypyrimidin-5-yl)-4-((2-methoxy-4-(1-methyl-4-(trifluoromethyl)-1H-imidazol-2-yl)benzyl)oxy)pyrido[2,3-d]pyrimidine